CC1(CC(C1)(O)C1=CC=C2C=CC(=NC2=C1)C1=CC=2C(N=C1)=NN(C2)C)C 3,3-dimethyl-1-(2-(2-methyl-2H-pyrazolo[3,4-b]pyridin-5-yl)-7-quinolinyl)cyclobutanol